methyl 2-(5-{6-[3-(2-hydroxyphenyl) cinnolin-7-yl]-2,6-diazaspiro[3.3]heptan-2-yl}-1-methylpyrazol-3-yl)-3-methylbutanoate OC1=C(C=CC=C1)C=1N=NC2=CC(=CC=C2C1)N1CC2(CN(C2)C2=CC(=NN2C)C(C(=O)OC)C(C)C)C1